2-(2,2'-binaphthyl-6-yl)-4,4,5,5-tetramethyl-1,3,2-dioxaborolane C1=C(C=CC2=CC(=CC=C12)B1OC(C(O1)(C)C)(C)C)C1=CC2=CC=CC=C2C=C1